[(1R)-4,5,6-trimethoxy-2,3-dihydro-1H-inden-1-yl]methanamine COC1=C2CC[C@H](C2=CC(=C1OC)OC)CN